COC=1C=C2CCN(CC2=CC1[N+](=O)[O-])CC 6-methoxy-2-ethyl-7-nitro-1,2,3,4-tetrahydroisoquinoline